ClC1=CC=C(C=N1)N1NC(C(=C(C1)O)C(=O)OCC)=O Ethyl 1-(6-chloropyridin-3-yl)-5-hydroxy-3-oxo-1,2,3,6-tetrahydropyridazine-4-carboxylate